C12(CC3CC(CC(C1)C3)C2)C=2C=C(C=CC2O)C2=CC=C(C=C2)/C=C/C(=O)O (2E)-3-{4-[3-(adamantan-1-yl)-4-hydroxyphenyl]phenyl}prop-2-enoic acid